(5S)-5-[[[4-[3-Chloro-4-[2-chloro-3-[3-[(2-hydroxyethylamino)methyl]-1-methyl-pyrrolo[2,3-b]pyridin-6-yl]phenyl]-2-pyridyl]-2-methoxy-phenyl]methylamino]methyl]pyrrolidin-2-one ClC=1C(=NC=CC1C1=C(C(=CC=C1)C1=CC=C2C(=N1)N(C=C2CNCCO)C)Cl)C2=CC(=C(C=C2)CNC[C@@H]2CCC(N2)=O)OC